N-(3'-(1-((5-cyclopropyl-1H-pyrazol-3-yl)amino)-1-oxopropan-2-yl)-3-fluoro-[1,1'-biphenyl]-4-yl)acrylamide C1(CC1)C1=CC(=NN1)NC(C(C)C=1C=C(C=CC1)C1=CC(=C(C=C1)NC(C=C)=O)F)=O